COC1=C(C=CC=C1)CNC(C)=O N-[(2-methoxyphenyl)-methyl]-acetamide